2-(3-(((1R,2S,3S,5R)-2-fluoro-8-azabicyclo[3.2.1]oct-6-en-3-yl)(methyl)amino)-1,2,4-triazin-6-yl)-5-(1H-1,2,3-triazol-1-yl)phenol F[C@H]1[C@H]2C=C[C@@H](C[C@@H]1N(C=1N=NC(=CN1)C1=C(C=C(C=C1)N1N=NC=C1)O)C)N2